9-(1-(5-methoxy-2-(1-methyl-1H-pyrazol-4-yl)-4-nitrophenyl)piperidin-4-yl)-2,9-Diazaspiro[5.5]undecane-2-carboxylate COC=1C(=CC(=C(C1)N1CCC(CC1)N1CCC2(CCCN(C2)C(=O)[O-])CC1)C=1C=NN(C1)C)[N+](=O)[O-]